4-(1-(dicyclopropylmethyl)-5-(3,5-dimethylisoxazol-4-yl)-1H-pyrrolo[2,3-b]pyridin-3-yl)-3-fluoro-5-isopropoxybenzoic acid C1(CC1)C(N1C=C(C=2C1=NC=C(C2)C=2C(=NOC2C)C)C2=C(C=C(C(=O)O)C=C2OC(C)C)F)C2CC2